CN(S(=O)(=O)C=1C=C(C(=O)N2[C@H](CCC2)C(=O)OCC2=CC=CC=C2)C=CC1)C benzyl (3-(N,N-dimethylsulfamoyl)benzoyl)-D-prolinate